C(#N)C=1C(=CC(=NC1)NC(C=C)=O)\C=C\C1CCC(CC1)(F)F (E)-N-(5-cyano-4-(2-(4,4-difluorocyclohexyl)vinyl)-pyridin-2-yl)acrylamide